2-[(1r,2r)-2-aminocycloheptyl]-3-bromo-5-chloro-N-(2-thienylmethyl)thieno[3,2-b]pyridin-7-amine N[C@H]1[C@@H](CCCCC1)C1=C(C2=NC(=CC(=C2S1)NCC=1SC=CC1)Cl)Br